C(C)(C)(C)OC(=O)N1C[C@@]2(C[C@@H]2C1)CO cis-1-hydroxymethyl-3-azabicyclo[3.1.0]hexane-3-carboxylic acid tert-butyl ester